C1(=C(C(=CC(=C1)C)C)\N=C/1\N(C(N2C(C3=CC(=C(C=C3CC2)OC)OC)=C1)=O)CCN1C(C2=CC=CC=C2C1=O)=O)C (E)-2-(2-(2-(mesitylimino)-9,10-dimethoxy-4-oxo-6,7-dihydro-2H-pyrimido[6,1-a]isoquinolin-3(4H)-yl)ethyl)isoindoline-1,3-dione